C[Si](OC)(OC)CCCNCCC[Si](C)(OC)OC Bis-(methyldimethoxysilylpropyl)amin